OC1=C(C(=NC(=C1F)F)C(F)(F)F)F 4-hydroxy-2-trifluoromethyl-3,5,6-trifluoropyridine